[Na+].O=C1C(O)=C([O-])[C@H](O1)[C@@H](O)CO L-ascorbate sodium salt